C(C)(C)(C)OC(=O)N1CC(C1)CN1C(C(N(C2=CC(=C(C=C12)F)C1=CC(=CC2=CC=CC=C12)O)C[C@H]1N(CCC1)C)=O)=O (S)-3-((7-fluoro-6-(3-hydroxynaphthalen-1-yl)-4-((1-methylpyrrolidin-2-yl)methyl)-2,3-dioxo-3,4-dihydroquinoxalin-1(2H)-yl)methyl)azetidine-1-carboxylic acid tert-butyl ester